(2-(1-((2-(3,5-dichloro-phenyl)-6-((2-(4-methyl-piperazin-1-yl)pyrimidin-5-yl)oxy)pyridin-4-yl)methyl)piperidin-4-yl)ethyl)boronic acid ClC=1C=C(C=C(C1)Cl)C1=NC(=CC(=C1)CN1CCC(CC1)CCB(O)O)OC=1C=NC(=NC1)N1CCN(CC1)C